allyl (2R)-2-bromo-2-fluoro-acetate Br[C@H](C(=O)OCC=C)F